Cl.C(CCCCCCC)N(C(C(=O)O)CCN)CCCCCCCC N,N-dioctyl-aminoethyl-glycine hydrochloride